S1C=CC2=C1CNC2=O 6H-thieno[2,3-c]Pyrrol-4-one